N-(2-methoxyethyl)-3-(3-(piperidine-1-carbonyl)pyrazolo[1,5-a]pyridin-7-yl)benzamide COCCNC(C1=CC(=CC=C1)C1=CC=CC=2N1N=CC2C(=O)N2CCCCC2)=O